4-(oxetan-3-yl)phenol O1CC(C1)C1=CC=C(C=C1)O